(6R,9S,11aR,11bR)-1,3-bis(furan-2-ylmethyl)-11b-hydroxy-6-isopropyl-2,4,7-trioxo-N-(quinolin-3-ylmethyl)decahydro-2H-pyrrolo[2',1':3,4]pyrazino[1,2-a][1,3,5]triazine-9-carboxamide O1C(=CC=C1)CN1[C@]2(N(C(N(C1=O)CC=1OC=CC1)=O)[C@@H](C(N1[C@@H]2CC[C@H]1C(=O)NCC=1C=NC2=CC=CC=C2C1)=O)C(C)C)O